ClC=1C(=C(CN2C=NC(=C2)NC([C@H](C)N2C[C@@H](C(CC2)(F)F)C2=CC=[N+](C=C2)[O-])=O)C=CC1)F 4-((S)-1-((S)-1-((1-(3-chloro-2-fluorobenzyl)-1H-imidazol-4-yl)amino)-1-oxopropan-2-yl)-4,4-difluoropiperidin-3-yl)pyridine 1-oxide